BrC1=CC=CC=2N(N=NC21)[C@@H]2C[C@@H](CCC2)NC2=NC=C(C=N2)C#N 2-(((1R,3S)-3-(4-bromo-1H-benzo[d][1,2,3]triazol-1-yl)cyclohexyl)amino)pyrimidine-5-carbonitrile